C1(CCCCC1)CC1=CC2=C(S1)C1=CC=3C=CC4=C(SC(=C4)CCCCCC)C3C=C1C=C2 2-(cyclohexylmethyl)-8-hexylanthra[1,2-b:5,6-b']dithiophene